3-methylenepyrrolidin-1,2-dicarboxylate C=C1C(N(CC1)C(=O)[O-])C(=O)[O-]